tert-Butyl 3-(4-(1,1-difluoroethyl)phenyl)azetidine-1-carboxylate FC(C)(F)C1=CC=C(C=C1)C1CN(C1)C(=O)OC(C)(C)C